(+/-)-trans-3-formyl-4-(4-methoxyphenyl)piperidine-1-carboxylic acid tert-butyl ester C(C)(C)(C)OC(=O)N1C[C@H]([C@@H](CC1)C1=CC=C(C=C1)OC)C=O |r|